ClC1=C(C=CC=C1Cl)N1[C@@H](CN(CC1)CC[C@@H]1CC[C@H](CC1)NC([C@H](C)OC)=O)C (S)-N-(trans-4-(2-((R)-4-(2,3-dichlorophenyl)-3-methylpiperazin-1-yl)ethyl)cyclohexyl)-2-methoxypropionamide